N-(β-aminoethyl)-3-aminopropyl-dimethoxysilane NCCNCCC[SiH](OC)OC